C1(=CC=CC2=CC=CC=C12)N1C2=CC=CC=C2C=2C=C(C=CC12)C=1C=CC=2NC3=CC=CC=C3C2C1 9'-(1-naphthyl)-3,3'-bi-9H-carbazole